N1,N3-bis(3-aminopropyl)-5-[2-[3-(dimethylamino)propylamino]-2-oxo-ethyl]benzene-1,3-dicarboxamide NCCCNC(=O)C1=CC(=CC(=C1)CC(=O)NCCCN(C)C)C(=O)NCCCN